6-[3-(diphenylcarbamoyl)-1H-indol-1-yl]-7-{[(3S)-3-(morpholin-4-ylmethyl)-3,4-dihydroisoquinolin-2(1H)-yl]carbonyl}-3,4-dihydroisoquinoline-2(1H)-carboxylic acid phenyl ester C1(=CC=CC=C1)OC(=O)N1CC2=CC(=C(C=C2CC1)N1C=C(C2=CC=CC=C12)C(N(C1=CC=CC=C1)C1=CC=CC=C1)=O)C(=O)N1CC2=CC=CC=C2C[C@H]1CN1CCOCC1